4-(1-(1-(5,7-difluoro-3-(1-methyl-1H-pyrazol-4-yl)quinolin-6-yl)ethyl)-1H-[1,2,3]triazolo[4,5-b]pyrazin-6-yl)benzenesulfonamide FC1=C2C=C(C=NC2=CC(=C1C(C)N1N=NC=2C1=NC(=CN2)C2=CC=C(C=C2)S(=O)(=O)N)F)C=2C=NN(C2)C